ClC=1N=CC=2N(C1)C(=CN2)C2=NC=CC(=N2)N2CCN(CC2)C(C)=O 1-(4-(2-(6-chloroimidazo[1,2-a]pyrazin-3-yl)pyrimidin-4-yl)piperazin-1-yl)ethan-1-one